5-((2-(Cyclobutylmethyl)-1,2,3,4-tetrahydroisoquinolin-7-yl)(isopropyl)amino)-1-methylpyridin-2(1H)-one C1(CCC1)CN1CC2=CC(=CC=C2CC1)N(C=1C=CC(N(C1)C)=O)C(C)C